2-(2,4-difluorophenyl)-N-((1R,2S)-2-(3,4-difluorophenyl)cyclopropyl)-6-methylthieno[2,3-d]pyrimidin-4-amine FC1=C(C=CC(=C1)F)C=1N=C(C2=C(N1)SC(=C2)C)N[C@H]2[C@@H](C2)C2=CC(=C(C=C2)F)F